N-((S)-2-((tert-butoxycarbonyl)amino)-3,3-dimethylbutyryl)-S-methyl-L-cysteine methyl ester COC([C@@H](NC([C@H](C(C)(C)C)NC(=O)OC(C)(C)C)=O)CSC)=O